ClC=1C(=C(CN2CCC(CC2)(C(=O)O)CC2=NC(=C(C(=C2F)C(CC)=O)C)NC2=NNC(=C2)C)C=CC1)F 1-(3-chloro-2-fluorobenzyl)-4-((3-fluoro-5-methyl-6-((5-methyl-1H-pyrazol-3-yl)amino)-4-propionylpyridin-2-yl)methyl)piperidine-4-carboxylic acid